C1(CC1)OC1=CC=C(N=N1)C(=O)NC=1C(=CC(=C(C1)NC(=O)C=1C=NN2C1C=CC(=C2)F)C)F N-[5-[(6-cyclopropyloxypyridazine-3-carbonyl)amino]-4-fluoro-2-methylphenyl]-6-fluoropyrazolo[1,5-a]pyridine-3-carboxamide